6-Fluoro-N-iso-pentyl-2-methoxy-4-morpholino-1H-benzo[d]imidazole-1-carboxamide FC=1C=C(C2=C(N(C(=N2)OC)C(=O)NCCC(C)C)C1)N1CCOCC1